C1[C@H]([C@@H]1[NH3+])C2=CC=CC=C2 The molecule is a primary ammonium ion obtained by protonation of the primary amino function of (1R,2S)-tranylcypromine. It is a conjugate acid of a (1R,2S)-tranylcypromine. It is an enantiomer of a (1S,2R)-tranylcypromine(1+).